ClC=1C(=CC(=NC1)NC1CCN(CC1)CC1=NC=C(C=C1)N1C(NC(CC1)=O)=O)C=1N=C(SC1)NCC1(CCOCC1)C#N 4-(((4-(5-chloro-2-((1-((5-(2,4-dioxotetrahydropyrimidin-1(2H)-yl)pyridin-2-yl)methyl)piperidin-4-yl)amino)pyridin-4-yl)thiazol-2-yl)amino)methyl)tetrahydro-2H-pyran-4-carbonitrile